octenoic acid methyl ester COC(C=CCCCCC)=O